C(C)C1=C(C=CC(=C1)NC=1C=2N(C=CN1)C(=CN2)C2=CC=C(C=C2)OC)NC(C)=O N-[2-ethyl-4-[[3-(4-methoxyphenyl)imidazo[1,2-a]pyrazin-8-yl]amino]phenyl]acetamide